(2,6,6-trimethyl-1-cyclohexenyl)acetaldehyde CC1=C(C(CCC1)(C)C)CC=O